FC1=CC(=CC2=C1N=CC=1CCN(CC21)C(=O)OC(C)(C)C)B2OC(C(O2)(C)C)(C)C tert-butyl 7-fluoro-9-(4,4,5,5-tetramethyl-1,3,2-dioxaborolan-2-yl)-3,4-dihydrobenzo[c][2,6]naphthyridine-2(1H)-carboxylate